N[C@H](C(=O)N[C@H](C(=O)OC(C)(C)C)CCCC)CC=1C=NC=CC1 tert-butyl (S)-2-((S)-2-amino-3-(pyridin-3-yl)propanamido)hexanoate